2-(5-Chloro-2-fluorophenyl)pteridin ClC=1C=CC(=C(C1)C1=NC2=NC=CN=C2C=N1)F